(R)-7-(5-(1-(2,2-difluoro-1-(4-fluorophenyl)propyl)-1H-pyrazol-4-yl)-2-(trifluoromethyl)pyridin-3-yl)-[1,2,4]triazolo[1,5-a]pyridin-2-amine FC([C@@H](C1=CC=C(C=C1)F)N1N=CC(=C1)C=1C=C(C(=NC1)C(F)(F)F)C1=CC=2N(C=C1)N=C(N2)N)(C)F